FS(C1=CC=C(C=C1)B(O)O)(F)(F)(F)F 4-(pentafluoro-lambda6-sulfanyl)phenylboronic acid